C(C)C1(CN(C1)CC1=CC(=C2CN(C(C2=C1)=O)C1=CC(=CC=C1)C1(COC1)[C@@H](C1=NN=CN1C)F)C(F)(F)F)O (S)-6-((3-ethyl-3-hydroxyazetidin-1-yl)methyl)-2-(3-(3-(fluoro(4-methyl-4H-1,2,4-triazol-3-yl)methyl)oxetan-3-yl)phenyl)-4-(trifluoromethyl)isoindolin-1-one